1-{4-[1-isopropyl-4-(1-quinolin-3-yl-ethylamino)-1H-pyrazolo[3,4-d]pyrimidin-6-yl]-piperazin-1-yl}-ethanone C(C)(C)N1N=CC=2C1=NC(=NC2NC(C)C=2C=NC1=CC=CC=C1C2)N2CCN(CC2)C(C)=O